4-(4'-{4-[1-(methoxycarbonyl)piperidin-4-yl]benzamido}-[1,1'-biphenyl]-4-amido)naphthalene-1-carboxylic acid COC(=O)N1CCC(CC1)C1=CC=C(C(=O)NC2=CC=C(C=C2)C2=CC=C(C=C2)C(=O)NC2=CC=C(C3=CC=CC=C23)C(=O)O)C=C1